ClC1=C2C=C(NC2=C(C=C1F)Cl)C(=O)OC methyl 4,7-dichloro-5-fluoro-1H-indole-2-carboxylate